9-(4-(Difluoro(1-(3-fluoropropyl)azetidin-3-yl)methyl)phenyl)-8-(3-fluoro-2-methylphenyl)-6,7-dihydro-5H-benzo[7]annulen FC(C1=CC=C(C=C1)C1=C(CCCC2=C1C=CC=C2)C2=C(C(=CC=C2)F)C)(C2CN(C2)CCCF)F